3-((R)-1-((6-fluoro-4-methyl-7-((1S,5S)-2-methyl-2,6-diazabicyclo[3.2.0]heptan-6-yl)phthalazin-1-yl)amino)ethyl)-2-methylbenzonitrile FC=1C=C2C(=NN=C(C2=CC1N1[C@H]2CCN([C@H]2C1)C)N[C@H](C)C=1C(=C(C#N)C=CC1)C)C